C(C)O/C=C/C(=O)NC1=CC=C(C=C1)C(F)(F)F (E)-3-ethoxy-N-[4-(trifluoromethyl)phenyl]prop-2-enamide